O=C1N(C=C(C=C1)B1OC(C(O1)(C)C)(C)C)C1CCN(CC1)C(=O)OCCCC butyl 4-(2-oxo-5-(4,4,5,5-tetramethyl-1,3,2-dioxaborolan-2-yl)pyridin-1(2H)-yl)piperidine-1-carboxylate